ClC1=C(CN2C(C3=NC=CC=C3C2=O)([2H])[2H])C(=CC(=C1)C=1C2=CN(N=C2C=CC1)C([2H])([2H])[2H])C1CC1 6-(2-chloro-6-cyclopropyl-4-(2-(methyl-d3)-2H-indazol-4-yl)benzyl)-6,7-dihydro-5H-pyrrolo[3,4-b]pyridin-5-one-7,7-d2